ethyl 2-(4-((tert-butoxycarbonyl)(4,4-difluorocyclohexyl)amino)-6-((1-methyl-1H-1,2,4-triazol-3-yl)methoxy)pyrimidin-2-yl)thiazole-4-carboxylate C(C)(C)(C)OC(=O)N(C1=NC(=NC(=C1)OCC1=NN(C=N1)C)C=1SC=C(N1)C(=O)OCC)C1CCC(CC1)(F)F